(6-chloro-4-(difluoromethoxy)pyridin-3-yl)methanol ClC1=CC(=C(C=N1)CO)OC(F)F